6-chloro-8-[(1S,2S)-2-(3,4-difluorophenyl)cyclopropyl]-3-fluoro-imidazo[1,2-b]pyridazine ClC=1C=C(C=2N(N1)C(=CN2)F)[C@@H]2[C@H](C2)C2=CC(=C(C=C2)F)F